ClC=1C=C(C=CC1)[C@@H]1[C@H]([C@@H]1CO)C(=O)O |o1:7,8,9| (1R*,2S*,3R*)-2-(3-chlorophenyl)-3-(hydroxymethyl)cyclopropane-1-carboxylic acid